O[C@@H]1CC[C@H](CC1)N trans-4-hydroxycyclohexylamine